2-[3-bromo-5-(trifluoromethyl)-2-pyridinyl]malononitrile BrC=1C(=NC=C(C1)C(F)(F)F)C(C#N)C#N